(R)-3-chloro-5,7-dihydrospiro[cyclopenta[c]pyridine-6,3'-pyrrolo[2,3-b]pyridin]-2'(1'H)-one ClC1=CC2=C(C=N1)C[C@]1(C(NC3=NC=CC=C31)=O)C2